(2S,3R)-5,7-bis(benzyloxy)-2-(4,5-bis(benzyloxy)-2-fluorophenyl)chroman-3-ol C(C1=CC=CC=C1)OC1=C2C[C@H]([C@@H](OC2=CC(=C1)OCC1=CC=CC=C1)C1=C(C=C(C(=C1)OCC1=CC=CC=C1)OCC1=CC=CC=C1)F)O